OCC1CCN(CC1)C=1N=C(C(=NC1)C(=O)N)NC1=CC=C(C=C1)C1CCNCC1 5-[4-(hydroxymethyl)-1-piperidinyl]-3-[4-(4-piperidinyl)anilino]pyrazine-2-carboxamide